C(#N)CC1CCC(CC1)N1C(=NC=2C1=C1C(=NC2)NC=C1)CC(=O)NCC1(COC1)O 2-(1-((1r,4r)-4-(cyanomethyl)cyclohexyl)-1,6-dihydroimidazo[4,5-d]pyrrolo[2,3-b]pyridin-2-yl)-N-((3-hydroxyoxetan-3-yl)methyl)acetamide